ClC=1C=C(C=CC1CCC(C)(C)C)[C@](C(C(C)C)CO)(C)N[S@@](=O)C(C)(C)C (S)-2-Methyl-propane-2-sulfinic acid {(R)-1-[3-chloro-4-(3,3-dimethyl-butyl)-phenyl]-2-hydroxymethyl-1,3-dimethyl-butyl}amide